7-Cyano-5-(2-fluoroprop-2-yl)benzo[b]thiophene-2-carboxylic acid ethyl ester C(C)OC(=O)C1=CC2=C(S1)C(=CC(=C2)C(C)(C)F)C#N